5-{4-amino-5-[(4,4-difluoropiperidin-1-yl)methyl]pyrrolo[2,1-f][1,2,4]triazin-7-yl}-N-[(3R,4S)-4-fluoro-1-(2-fluoro-2-methylpropanoyl)pyrrolidin-3-yl]-2-methylbenzamide NC1=NC=NN2C1=C(C=C2C=2C=CC(=C(C(=O)N[C@@H]1CN(C[C@@H]1F)C(C(C)(C)F)=O)C2)C)CN2CCC(CC2)(F)F